ClC=1C=C(C=C(C1C)OCCOC)NC(OC1=CC=CC=C1)=O phenyl (3-chloro-5-(2-methoxyethoxy)-4-methylphenyl)carbamate